[Ni].COC1=C(C=C(C=N1)CCNC(=O)N1CCN(CC1)C1=NC=C(C=N1)C(F)(F)F)C(F)(F)F N-(2-(6-methoxy-5-(trifluoromethyl)pyridin-3-yl)ethyl)-4-(5-(trifluoromethyl)pyrimidin-2-yl)piperazine-1-carboxamide nickel